N-(5-(((1s,4s)-4-((tert-butyldimethylsilyl)oxy)cyclohexyl)methoxy)-1,3,4-thiadiazol-2-yl)-2'-chloro-5'-methoxy-6-methyl-[4,4'-bipyridine]-3-carboxamide [Si](C)(C)(C(C)(C)C)OC1CCC(CC1)COC1=NN=C(S1)NC(=O)C=1C=NC(=CC1C1=CC(=NC=C1OC)Cl)C